phosphorous acid-bis-(diisopropylamide) C(C)(C)N(P(O)N(C(C)C)C(C)C)C(C)C